N-(1-(3-cyano-4-(((dimethylamino)methylene)amino)phenyl)piperidin-3-yl)acrylamide C(#N)C=1C=C(C=CC1N=CN(C)C)N1CC(CCC1)NC(C=C)=O